BrC=1C(=C(CC2N(CC3(CC3)C2NS(=O)(=O)C)C(=O)OC(C)(C)C)C=CC1)OC tert-butyl 6-(3-bromo-2-methoxybenzyl)-7-(methylsulfonamido)-5-azaspiro[2.4]heptane-5-carboxylate